2-(4-Cyano-phenoxy)-2-(4-ethanesulfonyl-phenyl)-N-[6-(2-hydroxy-ethoxy)-benzothiazol-2-yl]-acetamide C(#N)C1=CC=C(OC(C(=O)NC=2SC3=C(N2)C=CC(=C3)OCCO)C3=CC=C(C=C3)S(=O)(=O)CC)C=C1